tert-butyl 4-(3-(2,4-dioxotetrahydropyrimidin-1(2H)-yl)imidazo[1,2-a]pyridin-8-yl)piperazine-1-carboxylate O=C1N(CCC(N1)=O)C1=CN=C2N1C=CC=C2N2CCN(CC2)C(=O)OC(C)(C)C